3-Ethyl-3-(4-hydroxybutoxymethyl)oxetane methyl-6,7-dihydro-4H-pyrazolo[3,2-c][1,4]oxazine-3-carboxylate COC(=O)C=1C=NN2C1COCC2.C(C)C2(COC2)COCCCCO